SC1N(C(C1NC(CC1=CC=CC=C1)=O)=O)C(C(=O)OCC1=CC=C(C=C1)[N+](=O)[O-])C(C)C 4-nitrobenzyl 2-(2-mercapto-4-oxo-3-(2-phenylacetylamino) azetidin-1-yl)-3-methylbutanoate